FC1=C(C=C(C=C1C)C)C 2-fluoro-1,3,5-trimethylbenzene